NCCOC1=NC2=C(C=3C=C(C(=CC13)F)F)C(COC2)N(C(=O)C=2NC1=CC(=C(C=C1C2)F)F)C N-(6-(2-aminoethoxy)-8,9-difluoro-1,4-dihydro-2H-pyrano[3,4-c]isoquinolin-1-yl)-5,6-difluoro-N-methyl-1H-indole-2-carboxamide